2-[1-(Methoxymethyl)-2,2-dimethyl-3-bicyclo[3.1.0]hexan-yl]acetaldehyde COCC12C(C(CC2C1)CC=O)(C)C